N1C=CC2=C(C=CC=C12)CN1C(C(=CC(=C1)C(=O)N[C@H]1[C@@H](C1)C)C(=O)NC)=O |r| (+/-)-1-((1H-indol-4-yl)methyl)-N3-methyl-N5-((trans)-2-methylcyclopropyl)-2-oxo-1,2-dihydropyridine-3,5-dicarboxamide